O1COC2=C1C=CC(=C2)N(C(C2=CC(=CC=C2)N2N=C(C=C2C2=C(C=CC=C2)OC)C(F)(F)F)=O)C N-(1,3-benzodioxol-5-yl)-3-[5-(2-methoxyphenyl)-3-(trifluoromethyl)pyrazol-1-yl]-N-methyl-benzamide